1-(3-iodo-4-methoxyphenyl)pentane-1,3-dione IC=1C=C(C=CC1OC)C(CC(CC)=O)=O